ClC1=CN=C(S1)OC1=CC=C(C=C1)C1=NOC(=N1)C=C(C(=O)O)C (3-(4-(5-chlorothiazol-2-yloxy)phenyl)-1,2,4-oxadiazol-5-yl)methacrylic acid